4-(aminomethyl)-1-(5-(6-isopropyl-2-methoxypyridin-3-yl)imidazo[2,1-B][1,3,4]thiadiazol-2-yl)piperidin-4-ol NCC1(CCN(CC1)C1=NN2C(S1)=NC=C2C=2C(=NC(=CC2)C(C)C)OC)O